ClC1=C(C=C(C=C1)OC)S(=O)(=O)NC1=CC=C(C=C1)C1=NC(=C(C=C1)C#N)Cl 2-chloro-N-(4-(6-chloro-5-cyanopyridin-2-yl)phenyl)-5-methoxybenzenesulfonamide